diiodopyridine imidazolium salt N1C=[NH+]C=C1.IC=1C(=NC=CC1)I